2-(2-Methoxyethoxy)-4-(4-fluorophenyl)-6-phenylpyridine-3-carbonitrile COCCOC1=NC(=CC(=C1C#N)C1=CC=C(C=C1)F)C1=CC=CC=C1